4-(2-(((R)-(2-fluorophenyl)((S)-1,2,3,4-tetrahydropyrido[2,3-b]pyrazin-3-yl)methyl)amino)ethyl)benzonitrile FC1=C(C=CC=C1)[C@H]([C@@H]1CNC2=C(N1)N=CC=C2)NCCC2=CC=C(C#N)C=C2